8-amino-N-{bicyclo[1.1.1]pentan-1-yl}-6-(4-fluorophenyl)-5-{3-methylimidazo[1,2-a]pyridin-6-yl}imidazo[1,2-a]pyrazine-2-carboxamide NC=1C=2N(C(=C(N1)C1=CC=C(C=C1)F)C=1C=CC=3N(C1)C(=CN3)C)C=C(N2)C(=O)NC23CC(C2)C3